N,N-dimethylformamidyl-cysteine CC(=O)NN([C@@H](CS)C(=O)O)NC(=O)C